FC(C)(F)C12CC(C1)(C2)C(CC(CCCC#N)(C)C)=O 7-(3-(1,1-Difluoroethyl)bicyclo[1.1.1]pentan-1-yl)-5,5-dimethyl-7-oxoheptanenitrile